6-(4-hydroxy-4-methylpiperidin-1-yl)benzo[b]thiophene-2-carboxylic acid ethyl ester C(C)OC(=O)C1=CC2=C(S1)C=C(C=C2)N2CCC(CC2)(C)O